CC=1C(=NC(=NC1)NC=1C=NN(C1)C1CCN(CC1)C)C1=CC=C(C(=O)N2CC(C2)C#N)C=C1 (4-(5-methyl-2-((1-(1-methylpiperidin-4-yl)-1H-pyrazol-4-yl)amino)pyrimidin-4-yl)benzoyl)azetidine-3-carbonitrile